FC(C(=O)O)(F)F.CN1C=NC(=C1)C(=O)OCC([C@H](C[C@H]1C(NCC1)=O)NC([C@@H](NC(=O)C=1NC2=CC=CC(=C2C1)OC)CC(C)C)=O)=O (3S)-3-({N-[(4-methoxy-1H-indol-2-yl)carbonyl]-L-leucyl}amino)-2-oxo-4-[(3S)-2-oxopyrrolidin-3-yl]butyl 1-methyl-1H-imidazole-4-carboxylate, trifluoroacetate salt